N-(4-cyano-2-fluorophenyl)-4-[(3,4-difluorophenyl)methyl]-1H-pyrrole-3-sulfonamide C(#N)C1=CC(=C(C=C1)NS(=O)(=O)C1=CNC=C1CC1=CC(=C(C=C1)F)F)F